ClC=1N=CC2=C(C=CC(=C2C1)C(C)C)N1CC(C1)CS(=O)(=O)NC (1-(3-chloro-5-isopropylisoquinolin-8-yl)azetidin-3-yl)-N-methylmethanesulfonamide